CCCCCCCC/C=C\CCCCCCCCCCCCOC[C@H](COP(=O)([O-])OCC[N+](C)(C)C)OC(=O)CCCCCCCC/C=C\C/C=C\C/C=C\CCCCC 1-(13Z-docosenyl)-2-(10Z,13Z,16Z-docosatrienoyl)-sn-glycero-3-phosphocholine